4-(4-chloro-3-isopropoxy-benzyl)piperazine-1-carbonyl chloride ClC1=C(C=C(CN2CCN(CC2)C(=O)Cl)C=C1)OC(C)C